tert-butyl ((1R,2R,4S)-2-((tert-butyldimethylsilyl)oxy)-4-hydroxycyclohexyl)carbamate [Si](C)(C)(C(C)(C)C)O[C@H]1[C@@H](CC[C@@H](C1)O)NC(OC(C)(C)C)=O